1-((6-((4-(tert-butoxycarbonyl)piperazin-1-yl)methyl)-2-chloro-3-methylphenoxy)methyl)cyclopropane-1-carboxylic acid C(C)(C)(C)OC(=O)N1CCN(CC1)CC1=CC=C(C(=C1OCC1(CC1)C(=O)O)Cl)C